CC1=NC=C(C=C1C)C1=NC(C(C2=CC=CC=C12)(F)F)(C)C 1-(2,3-dimethylpyridin-5-yl)-4,4-difluoro-3,3-dimethyl-3,4-dihydroisoquinolin